C(CCCCCCCCCCCCC)(=O)OCC(C)OC(CCCCCCCCCCCCC)=O propylene dimyristate